ClC1=CC(=C(C2=CC=CC=C12)N1C(C=CC1=O)=O)CC 1-(4-chloro-2-ethylnaphthalen-1-yl)-1H-pyrrole-2,5-dione